tert-butyl N-(6-bromo-3-ethylsulfonyl-imidazo[1,2-a]pyridin-2-yl)carbamate BrC=1C=CC=2N(C1)C(=C(N2)NC(OC(C)(C)C)=O)S(=O)(=O)CC